1-N-(phenylcarbonylmethyl)-piperidin C1(=CC=CC=C1)C(=O)CN1CCCCC1